3-(7-cyano-1,2,3,4-tetrahydroisoquinoline-2-carbonyl)-5-(2,4,5-trifluoro-3-hydroxyphenyl)isoxazole-4-carbonitrile C(#N)C1=CC=C2CCN(CC2=C1)C(=O)C1=NOC(=C1C#N)C1=C(C(=C(C(=C1)F)F)O)F